C(C)(C)(C)C1=C2C(=NN(C2=CC=C1Br)C(=O)O)C(NC1CCCCC1)=O.C(C)(C)(C)OC(=O)N1N=C(C2=CC(=CC=C12)Br)C(NC1CCCCC1)=O tert-butyl-5-bromo-3-(cyclohexylcarbamoyl)-1H-indazole-1-carboxylate (tert-butyl 5-bromo-3-(cyclohexylcarbamoyl)-1H-indazole-1-carboxylate)